OC1=CC=C(C=C1)N1N=C(C(=C1C1=CC=C(C=C1)O)CCC)C1=CC=C(C=C1)O 4-[2,5-bis(4-hydroxyphenyl)-4-propylpyrazol-3-yl]phenol